COC=1C=CC2=C(N=C(O2)C2=C3C=C(N=CC3=C(N=C2)NC([2H])([2H])[2H])C2(CC2)C(=O)N)C1 (5-(5-methoxybenzo[d]oxazol-2-yl)-8-((methyl-d3)amino)-2,7-naphthyridin-3-yl)cyclopropanecarboxamide